ethyl (S)-2-(2-(3-(1-(((R)-azetidin-2-yl)methyl)piperidin-4-yl)-1-methyl-1H-indazol-5-yl)-7-(4-chlorophenyl)-5-methylbenzo[d]thiazol-6-yl)-2-(tert-butoxy)acetate N1[C@H](CC1)CN1CCC(CC1)C1=NN(C2=CC=C(C=C12)C=1SC2=C(N1)C=C(C(=C2C2=CC=C(C=C2)Cl)[C@@H](C(=O)OCC)OC(C)(C)C)C)C